C1=C(C=CC2=CC3=CC=CC=C3C=C12)N 2-anthrylamine